FC1=C(C=C(C(=C1)C)[S@](=O)CC(F)(F)F)\N=C\1/SCC(N1CC(F)(F)F)=O (R)-(2Z)-2-[2-fluoro-4-methyl-5-(2,2,2-trifluoroethylsulfinyl)-phenyl]imino-3-(2,2,2-trifluoroethyl)thiazolidin-4-one